2-(3-methoxyphenyl)propanoate hydrochloride Cl.COC=1C=C(C=CC1)C(C(=O)O)C